ClC1=C(C(=CC(=C1)C#N)F)NC=1N(C2=NC(=NC=C2N1)N[C@H]1CN(CCC1)S(=O)(=O)C)C1CCC(CC1)C(=O)N (1S,4s)-4-(8-(2-chloro-4-cyano-6-fluorophenylamino)-2-((R)-1-(methylsulfonyl)piperidin-3-ylamino)-9H-purin-9-yl)cyclohexanecarboxamide